N1=CC=C2N1C1=CC=CC=C1C(N2)=O pyrazolo[1,5-a]Quinazolin-5(4H)-one